BrC=1C=CC=C2C(=C(N=CC12)C(=O)OC)O Methyl 8-bromo-4-hydroxyisoquinoline-3-carboxylate